(R)-7,7a,8,9-Tetrahydro-6H-azeto[2,1-d]pyrido[2,3-f][1,2,5]thiadiazepine 5,5-dioxide N1=CC=CC2=C1N1[C@@H](CNS2(=O)=O)CC1